2-oxopropan-1,3-diyl diacetate C(C)(=O)OCC(COC(C)=O)=O